COCCN(C=1N=C(C=2N=C(N=C(C2N1)N1CCC(CC1)OC)N(CCO)CCOC)N1CCC(CC1)OC)CCOC 2-((6-(bis(2-methoxyethyl)amino)-4,8-bis(4-methoxypiperidin-1-yl)pyrimido[5,4-d]pyrimidin-2-yl)(2-methoxyethyl)amino)ethanol